N1(N=NC2=C1C=CC=C2)OC=2C1=C(N=CN2)N(C(C(=C1)C12CC(C1)(C2)NC(C)=O)=O)C N-{3-[4-(1H-1,2,3-benzotriazol-1-yloxy)-8-methyl-7-oxo-7H,8H-pyrido[2,3-d]Pyrimidin-6-yl]Bicyclo[1.1.1]Pent-1-yl}acetamide